1-[2-(2,6-dioxopiperidin-3-yl)-1,3-dioxo-2,3-dihydro-1H-isoindol-4-yl]piperidine-4-carboxylic acid O=C1NC(CCC1N1C(C2=CC=CC(=C2C1=O)N1CCC(CC1)C(=O)O)=O)=O